C(C)N1N=C(C=C1)C(=O)NCC1CCC(CC1)S(=O)(=O)C 1-ethyl-N-(((1r,4S)-4-(methylsulfonyl)cyclohexyl)methyl)-1H-pyrazole-3-carboxamide